O=C1N(CCN1)CCNC(C(=C)C)=O N-(2-(2-oxo-1-imidazolidinyl)ethyl)-methacrylamide